titanium (IV) trihydroxide monoisopropoxide CC([O-])C.[OH-].[OH-].[OH-].[Ti+4]